1-(4-chloro-2-fluorophenyl)-N-((3R,5R)-5-fluoro-1-methylpiperidin-3-yl)pyrido[3,4-d]pyridazin-4-amine ClC1=CC(=C(C=C1)C1=C2C(=C(N=N1)N[C@H]1CN(C[C@@H](C1)F)C)C=NC=C2)F